5-bromo-1-(2-hydroxypropyl)-1,2-dihydropyridin-2-one BrC=1C=CC(N(C1)CC(C)O)=O